C(C(COP(=O)([O-])[O-])O)O The molecule is a polyanionic polymer obtained by global deprotonation of the phosphate OH groups of poly(glycerol phosphate). It has a role as a bacterial metabolite. It is a polyanionic polymer and an organophosphate oxoanion. It is a conjugate base of a poly(glycerol phosphate) macromolecule.